OCC1(CCOCC1)NC(=O)C1=NC(=C2N1C=CC=C2)C=2C=NC(=CC2)N2CCNCC2 N-(4-(hydroxymethyl)tetrahydro-2H-pyran-4-yl)-1-(6-(piperazin-1-yl)pyridin-3-yl)imidazo[1,5-a]pyridine-3-carboxamide